OC(C)(C)[C@]1(CN(CC1)C=1C=C(C(=NC1)C(F)(F)F)NC(C1=NC(=CC=C1)C=1C=NN(C1)CC(F)(F)F)=O)OC (S)-N-(5-(3-(2-hydroxypropan-2-yl)-3-methoxypyrrolidin-1-yl)-2-(trifluoromethyl)pyridin-3-yl)-6-(1-(2,2,2-trifluoroethyl)-1H-pyrazol-4-yl)picolinamide